(S)-2-(1-methyl-1H-pyrazol-4-yl)-N-(2-methyl-5-(2-(2-methyl-pyrrolidin-1-yl)acetamido)pyridin-3-yl)pyrazolo[5,1-b]thiazole-7-carboxamide CN1N=CC(=C1)C1=CN2C(S1)=C(C=N2)C(=O)NC=2C(=NC=C(C2)NC(CN2[C@H](CCC2)C)=O)C